(S)-2-(1-(5-cyclopropylpyrimidin-2-yl)-1,2,3,6-tetrahydropyridin-4-yl)-N-(2-((6-carbonyl-5-(trifluoromethyl)-1,6-dihydropyridazin-4-yl)amino)propoxy)acetamide C1(CC1)C=1C=NC(=NC1)N1CCC(=CC1)CC(=O)NOC[C@H](C)NC=1C=NNC(C1C(F)(F)F)=C=O